C1(CC1)NC1=CC(=NC=2N1N=CC2)NC2=CC(=C(C=C2)N(CCNC)C)C[S@](=O)C |r| (±)-7-(Cyclopropylamino)-5-((4-(methyl(2-(methylamino)ethyl)amino)-3-((methylsulfinyl)methyl)phenyl)amino)pyrazolo[1,5-a]pyrimidin